NC1=NC=C(C2=C1C(=NN2C(C)C)C2=CC(=C(C=C2F)NS(=O)(=O)C2=C(C=CC(=C2)OC)F)F)C2CCC(CC2)NCCOC N-(4-(4-amino-1-isopropyl-7-((1r,4r)-4-((2-methoxyethyl)amino)cyclohexyl)-1H-pyrazolo[4,3-c]pyridin-3-yl)-2,5-difluorophenyl)-2-fluoro-5-methoxybenzenesulfonamide